N1C(C(C(C1C(=O)O)C(=O)O)C(=O)O)C(=O)O 2,3,4,5-pyrrolidinetetracarboxylic acid